ClC1=C(C(=CC(=C1)F)C(F)(F)F)C(CCC1OCCCO1)NS(=O)C(C)(C)C N-(1-(2-chloro-4-fluoro-6-(trifluoromethyl)phenyl)-3-(1,3-dioxan-2-yl)propyl)-2-methylpropane-2-sulfinamide